BrC=1C=2C(C(=NC1)C=1SC=CC1)=NSN2 7-bromo-4-(thiophen-2-yl)[1,2,5]thiadiazolo[3,4-c]pyridine